5-(3-(5-(2,5-dioxo-2,5-dihydro-1H-pyrrol-1-yl)pentanoylamino)-4-(phosphonooxy)phenyl)-2-methylpentanoic acid O=C1N(C(C=C1)=O)CCCCC(=O)NC=1C=C(C=CC1OP(=O)(O)O)CCCC(C(=O)O)C